C(#N)C=1COCCC1 3-cyano-5,6-dihydropyran